7-[bis(3,5-difluorophenyl)amino]-3-(2,2,2-trifluoroethan-1-one-1-yl)-2H-chromen FC=1C=C(C=C(C1)F)N(C1=CC=C2C=C(COC2=C1)C(C(F)(F)F)=O)C1=CC(=CC(=C1)F)F